ClC1=C(C=CC(=C1)F)C1=CC(OC2=CC(=CC=C12)O[C@@H](C(=O)N1C[C@H](NCC1)C(=O)O)C)=O (2S)-4-[(2R)-2-[4-(2-chloro-4-fluoro-phenyl)-2-oxo-chromen-7-yl]oxypropionyl]piperazine-2-carboxylic acid